CC1(CC2(OC3=CC4=C(C=C13)C(OC4=O)=O)OC4=CC1=C(C=C4C(C2)(C)C)C(OC1=O)=O)C 4,4,4',4'-tetramethyl-3,3',4,4'-tetrahydro-2,2'-spirobi[furo[3,4-g]chromen]-6,6',8,8'-tetraone